5-(pentafluoro-λ6-sulfanyl)-N-[trans-4-(4-{3-methyl-[1,2,4]triazolo[4,3-a]pyridin-6-yl}benzenesulfonyl)cyclohexyl]pyridin-2-amine FS(C=1C=CC(=NC1)N[C@@H]1CC[C@H](CC1)S(=O)(=O)C1=CC=C(C=C1)C=1C=CC=2N(C1)C(=NN2)C)(F)(F)(F)F